(3-methylbut-2-en-1-oxy)-7-(trifluoromethylthio)-2,3-dihydro-1H-inden-1-ol CC(=CCOC1(CCC2=CC=CC(=C12)SC(F)(F)F)O)C